6-amino-2-fluoro-3',6'-dihydro-[3,4'-bipyridine]-1'(2'H)-carboxylic acid tert-butyl ester C(C)(C)(C)OC(=O)N1CCC(=CC1)C=1C(=NC(=CC1)N)F